NC(C([C@H](CC1=CC=CC=C1)NC(=O)C=1C=NOC1C1=CC=CC=C1)=O)=O (S)-N-(4-AMINO-3,4-DIOXO-1-PHENYLBUTAN-2-YL)-5-PHENYLISOXAZOLE-4-CARBOXAMIDE